C(C\C=C/CCCC)O (3Z)-3-octen-1-ol